CNCCC[Si](OC)(OC)C gamma-(N-methyl)amino-propylmethyldimethoxysilane